(2S)-2-amino-3-(5,5-dimethyl-2-oxopyrrolidin-3-yl)propionamide hydrochloride Cl.N[C@H](C(=O)N)CC1C(NC(C1)(C)C)=O